C(C#C)[C@H](N)C(=O)O (S)-2-propargylglycine